CC=1NC2=CC=CC=C2C1CCNCC1=CC=C(C=C1)/C=C/C(O)=N (2E)-3-[4-({[2-(2-methyl-1H-indol-3-yl)ethyl]amino}methyl)phenyl]prop-2-eneimidic acid